FC1=CC=CC=2OC3(CC3)C(NC21)=O 5-fluorospiro[benzo[b][1,4]oxazine-2,1'-cyclopropane]-3(4H)-one